FC(CCCO[Si](OC)(OC)C)(F)F (3,3,3-trifluoropropyl)methyltrimethoxysilane